Methyl 6-chloro-pyrazine-2-carboxylate ClC1=CN=CC(=N1)C(=O)OC